2-(o-tolylamino)-benzoic acid C1(=C(C=CC=C1)NC1=C(C(=O)O)C=CC=C1)C